Bromine (cyclopropyl)magnesium C1(CC1)[Mg].[Br]